7-methyl-2-phenyl-1H-1,8-naphthyridine-4-one CC1=CC=C2C(C=C(NC2=N1)C1=CC=CC=C1)=O